cyclobutyl sulfamate S(N)(OC1CCC1)(=O)=O